SC(CC(=O)OCC(COC(CCCS)=O)(CO)CO)C pentaerythritol (4-mercaptobutyrate) (3-mercaptobutyrate)